C(CCCCCCCCCCCCCCC)(=O)OCC(O)CO.[Na] sodium glyceryl palmitoate